COC=1C=C(C=CC1)CCCNC=1C2=C(N=C(N1)C(F)(F)F)SC(=C2)C N-(3-(3-methoxyphenyl)propyl)-6-methyl-2-(trifluoromethyl)thieno[2,3-d]pyrimidin-4-amine